(1R,3S,5R)-2-(2-(3-acetyl-6-methyl-5-(2-methylpyrimidin-5-yl)-1H-indazol-1-yl)acetyl)-N-(6-bromo-3-methylpyridin-2-yl)-5-methyl-2-azabicyclo[3.1.0]hexane-3-carboxamide C(C)(=O)C1=NN(C2=CC(=C(C=C12)C=1C=NC(=NC1)C)C)CC(=O)N1[C@@H]2C[C@@]2(C[C@H]1C(=O)NC1=NC(=CC=C1C)Br)C